C(OCCCCCCCN(CCCCCO)CCCCCCCC(=O)N(CCCCCCCC)CCCCCCCC)(OC(CCCCCCCC)CCCCCCCC)=O 7-((8-(dioctylamino)-8-oxooctyl)(5-hydroxypentyl)amino)heptyl heptadecan-9-yl carbonate